(1s,4s)-4-(8-(2,6-dichloro-4-fluorophenylamino)-2-(3,3-difluorocyclobutylamino)-9H-purin-9-yl)cyclohexanecarboxamide ClC1=C(C(=CC(=C1)F)Cl)NC=1N(C2=NC(=NC=C2N1)NC1CC(C1)(F)F)C1CCC(CC1)C(=O)N